N-(1-(4-methoxy-6-(3-methoxytetrahydrofuran-3-yl)pyridin-2-yl)-1H-pyrazolo[4,3-c]pyridin-6-yl)acetamide COC1=CC(=NC(=C1)C1(COCC1)OC)N1N=CC=2C=NC(=CC21)NC(C)=O